2-(2-((S)-3-((benzyloxy)methyl)-3-((R or S)-tetrahydrofuran-2-yl)pyrrolidin-1-yl)propan-2-yl)pyridine C(C1=CC=CC=C1)OC[C@]1(CN(CC1)C(C)(C)C1=NC=CC=C1)[C@@H]1OCCC1 |o1:23|